CC1C=NNCO1 6-methyl-3,6-dihydro-2H-1,3,4-oxadiazin